1-[2-methoxy-5-[4-[2-(4-piperidyl)ethyl]piperidine-1-carbonyl]phenyl]hexahydropyrimidine-2,4-dione trifluoroacetate FC(C(=O)O)(F)F.COC1=C(C=C(C=C1)C(=O)N1CCC(CC1)CCC1CCNCC1)N1C(NC(CC1)=O)=O